O=C1NC(CCC1NC1=CC(=C(C=C1OC)N1CCC(CC1)CCN1CCC(CC1)NC(OCC1=CC=CC=C1)=O)F)=O benzyl (1-(2-(1-(4-((2,6-dioxopiperidin-3-yl)amino)-2-fluoro-5-methoxyphenyl)piperidin-4-yl)ethyl)piperidin-4-yl)carbamate